C(C(=O)O)(=O)O.C1CCC12NCCC2.C2CCC21NCCC1 5-azaspiro[3.4]octane hemioxalate